N-(4-{[((2R)-oxolan-2-yl)carbonylamino]methyl}phenyl){[(4-fluorophenyl)methyl]amino}carboxamide O1[C@H](CCC1)C(=O)NCC1=CC=C(C=C1)NC(=O)NCC1=CC=C(C=C1)F